C(C)(C)(C)C1=CC=C(C=C1)CCC=O 3-[p-(tert-butyl)phenyl]propanal